acetate dioxygen [O+2].[O+2].C(C)(=O)[O-].C(C)(=O)[O-].C(C)(=O)[O-].C(C)(=O)[O-]